8-chloro-N-[(4-cyanophenyl)methyl]-1-methyl-2-oxo-1,7-naphthyridine-3-carboxamide ClC=1N=CC=C2C=C(C(N(C12)C)=O)C(=O)NCC1=CC=C(C=C1)C#N